P(O)(=O)(OP(=O)(O)O)OC[C@@H]1[C@H]([C@H]([C@@H](O1)N1C=NC=2C(=O)NC(N)=NC12)OC)O O-methylguanosine 5'-diphosphate